tert-butyl ((2R)-1,3-dihydroxy-3-(1H-indol-7-yl)butan-2-yl)carbamate OC[C@H](C(C)(C=1C=CC=C2C=CNC12)O)NC(OC(C)(C)C)=O